C(C=C)(=O)OCC(COCCCCOCC(COC(C=C)=O)O)O 1,4-butanediylbis[oxy(2-hydroxy-3,1-propanediyl)] bisacrylate